4-Amino-1-[4-(hydroxymethyl)phenyl]-N-methyl-pyrazole-3-carboxamide NC=1C(=NN(C1)C1=CC=C(C=C1)CO)C(=O)NC